6-bromo-1-(3-oxocyclobutyl)-1,2,3,4-tetrahydro-1,8-diaza-2-naphthalenone BrC=1C=C2CCC(N(C2=NC1)C1CC(C1)=O)=O